C(CC(C)C)OC(CCCCCCCCCCC)=O lauric acid isoamylester